C(C)OC(CCCCCCCC1C(C1)CCCCCCCCC(CCCCCCCCC)N(C)C)=O ethyl-8-{2-[9-(dimethylamino)octadecyl]cyclopropyl}octanoate